NC=1C=C(C=C2C=C(N=CC12)NC(=O)[C@H]1[C@@H](C1)C#N)C1=CC2=C(NC(O2)=O)C=C1C |r| (±)-trans-N-[8-amino-6-(5-methyl-2-oxo-3H-1,3-benzoxazol-6-yl)-3-isoquinolyl]-2-cyano-cyclopropanecarboxamide